7-(2-oxopropyl)-12-phenyl-2-trifluoromethylisoindolo[2,1-b]isoquinolin-5(7H)-one O=C(CC1C2=CC=CC=C2C=2N1C(C1=CC=C(C=C1C2C2=CC=CC=C2)C(F)(F)F)=O)C